1-(3-(N-(benzyloxy)acetamido)propionyl)-N-(2-(difluoromethoxy)-6-methylpyridin-3-yl)-3-(2-isopropylphenyl)azetidine-3-carboxamide C(C1=CC=CC=C1)ON(C(C)=O)CCC(=O)N1CC(C1)(C(=O)NC=1C(=NC(=CC1)C)OC(F)F)C1=C(C=CC=C1)C(C)C